CC=1C=CC=C2N(CCN(C12)C(=O)OC(C)(C)C)C1=CC2=C(N=C(N=C2)S(=O)(=O)C)N(C1=O)C1COC1 tert-butyl 8-methyl-4-[2-methylsulfonyl-8-(oxetan-3-yl)-7-oxo-pyrido[2,3-d]pyrimidin-6-yl]-2,3-dihydroquinoxaline-1-carboxylate